3-(3-(((R)-6-ethyl-2,2-dimethyl-6,7-dihydro-[1,3]dioxolano[4',5':4,5]benzo[1,2-f][1,4]oxazepin-8(9H)-yl) methyl)-4-methylphenyl)-2,2-dimethylpropionate C(C)[C@H]1OC2=C(CN(C1)CC=1C=C(C=CC1C)CC(C(=O)[O-])(C)C)C=C1C(=C2)OC(O1)(C)C